C(C)[Cu+] ethylCopper (II)